ClC=1C(=C(C=CC1)N1CCN(CC1)C(CCC(=O)C1CC1)=O)C 1-[4-(3-chloro-2-methyl-phenyl)piperazin-1-yl]-4-cyclopropyl-butane-1,4-dione